Tert-butyl N-[2-[2-[4-[[2-(2,6-dioxo-3-piperidyl)-1,3-dioxo-isoindolin-5-yl]amino]-1-piperidyl]ethoxy]ethyl]carbamate O=C1NC(CCC1N1C(C2=CC=C(C=C2C1=O)NC1CCN(CC1)CCOCCNC(OC(C)(C)C)=O)=O)=O